C[SiH](OC1C(CCCC1)O[SiH](C)C)C 1,2-bis(dimethylsilyloxy)cyclohexane